NC1=NC=2C=CC(=CC2C2=C1C=NN2C)C(=O)N(C)[C@H]2COC1=C2C(=CC(=C1)C(F)(F)F)Cl 4-amino-N-((3R)-4-chloro-6-(trifluoromethyl)-2,3-dihydro-1-benzofuran-3-yl)-N,1-dimethyl-1H-pyrazolo[4,3-c]quinoline-8-carboxamide